Cl.C(C)(=O)C1=C(C2=C(N=C(N=C2)NC2=NC=C(C=C2)N2CCNCC2)N(C1=O)C1CCCC1)C 6-acetyl-8-cyclopentyl-5-methyl-2-[[5-(piperazin-1-yl)pyridin-2-yl]amino]-8H-pyrido[2,3-d]pyrimidin-7-one hydrochloride